(2-(((8-bromo-7-fluoro-3-(methoxymethoxy)naphthalen-1-yl)oxy)methoxy)ethyl)trimethylsilane BrC=1C(=CC=C2C=C(C=C(C12)OCOCC[Si](C)(C)C)OCOC)F